bis(6-formylphenoxy)-copper C(=O)C1=CC=CC=C1O[Cu]OC1=CC=CC=C1C=O